NC1=NC(=C(C=C1C=1C=C2CCNC(C2=CC1)=O)C1=CC(=C(C=C1)OC1CCNCC1)F)F 6-(2-amino-6-fluoro-5-(3-fluoro-4-(piperidin-4-yloxy)phenyl)pyridin-3-yl)-3,4-dihydroisoquinolin-1(2H)-one